trans-4-((3-(3-cyclopropylisothiazol-5-yl)phenyl)((trans-4-(4-methoxy-3-methylphenyl)cyclohexyl)methyl) carbamoyl)cyclohexyl methylcarbamate CNC(O[C@@H]1CC[C@H](CC1)C(N(C[C@@H]1CC[C@H](CC1)C1=CC(=C(C=C1)OC)C)C1=CC(=CC=C1)C1=CC(=NS1)C1CC1)=O)=O